COC(=O)C=1C(=CC=CC1)C1=CC=C(C=C1)CBr 4'-(bromomethyl)biphenyl-2-carboxylic acid methyl ester